(R)-N-((S)-1,3-Dihydrospiro[indene-2,4'-piperidin]-1-yl)-2-methylpropane-2-sulfinamide N1CCC2(CC1)[C@@H](C1=CC=CC=C1C2)N[S@](=O)C(C)(C)C